C(C1=CC=CC=C1)OC(=O)N[C@H](C(=O)OC(C)(C)C)CC(C(F)(F)F)C(F)(F)F Tert-butyl (2S)-2-[[(benzyloxy)carbonyl]amino]-5,5,5-trifluoro-4-(trifluoromethyl)pentanoate